(3,3-difluorocyclohexyl)methyl N-[4-chloro-2-[[(1S)-3-(methylamino)-1-[[(3S,5R)-5-methyl-2-oxo-pyrrolidin-3-yl]methyl]-2,3-dioxo-propyl]carbamoyl]phenyl]carbamate ClC1=CC(=C(C=C1)NC(OCC1CC(CCC1)(F)F)=O)C(N[C@H](C(C(=O)NC)=O)C[C@H]1C(N[C@@H](C1)C)=O)=O